(S)-(7-(3,4-dimethoxyphenyl)pyrazolo[1,5-a]pyrimidin-2-yl)(4-(isoxazole-3-carbonyl)-3-methylpiperazin-1-yl)methanone COC=1C=C(C=CC1OC)C1=CC=NC=2N1N=C(C2)C(=O)N2C[C@@H](N(CC2)C(=O)C2=NOC=C2)C